F\C(\C(=O)OC)=C/C1=CC=C2C(=NNC2=C1)C methyl (2Z)-2-fluoro-3-(3-methyl-1H-indazol-6-yl)prop-2-enoate